(16R)-18-(2,2-dimethyl-cyclobutyl)-12-(2,6-dimethylphenyl)-15-oxa-8λ6-thia-1,9,11,18,22-pentaazatetracyclo[14.4.1.13,7.110,14]tricosa-3(23),4,6,10(22),11,13-hexaene-2,8,8-trione CC1(C(CC1)N1C[C@H]2OC3=CC(=NC(NS(C4=CC=CC(C(N(CC1)C2)=O)=C4)(=O)=O)=N3)C3=C(C=CC=C3C)C)C